OC1=CC=C(C=C1)/C=C/C(=O)C1=CC=C(C=C1)NS(=O)(=O)C1=CC=C(C=C1)OC N-[4-[(E)-3-(4-Hydroxyphenyl)prop-2-enoyl]phenyl]-4-methoxybenzenesulfonamide